Cl.C(C)OC(CO[C@H]1CN(CC1)C=1C=CC(=NC1)C(=O)O)=O 5-[(3R)-3-(2-Ethoxy-2-oxoethoxy)pyrrolidin-1-yl]pyridine-2-carboxylic acid hydrochloride